(2R)-N-(2-{1-[(3,5-difluorophenyl)methyl]piperidin-4-yl}ethyl)-2-methyl-4-(3,4,5-trifluorophenyl)piperazine-1-carboxamide FC=1C=C(C=C(C1)F)CN1CCC(CC1)CCNC(=O)N1[C@@H](CN(CC1)C1=CC(=C(C(=C1)F)F)F)C